4-((2S,5R)-4-acryloyl-2,5-dimethylpiperazin-1-yl)-1-(4-amino-6-isopropylpyrimidin-5-yl)-6,7-dichloropyrido[2,3-d]pyrimidin C(C=C)(=O)N1C[C@@H](N(C[C@H]1C)C=1C2=C(N(CN1)C=1C(=NC=NC1C(C)C)N)N=C(C(=C2)Cl)Cl)C